methyl 4-[(2R,5S)-5-(4-chlorophenyl)-2-methylpiperazin-1-yl]butanoate ClC1=CC=C(C=C1)[C@@H]1NC[C@H](N(C1)CCCC(=O)OC)C